(5-bromo-7-nitro-2,2-dioxo-1H,3H-benzo[e][1,3,4]oxathiazin-6-yl)(2-chloro-5-fluorophenyl)methanone BrC1=C(C(=CC=2NS(COC21)(=O)=O)[N+](=O)[O-])C(=O)C2=C(C=CC(=C2)F)Cl